(1S)-6-chloro-1-{[(3S)-oxan-3-yl]methyl}-2-[5-(trifluoromethyl)-1,3,4-thiadiazol-2-yl]-2,3,4,9-tetrahydro-1H-pyrido[3,4-b]indole ClC=1C=C2C3=C(NC2=CC1)[C@@H](N(CC3)C=3SC(=NN3)C(F)(F)F)C[C@H]3COCCC3